CC=1C=CC=C2NCCN(C12)C(=O)[O-] 8-methyl-1,2,3,4-tetrahydroquinoxaline-1-carboxylate